6-methyl-4-(2-methyl-1-(4-(methylsulfonyl)benzyl)-1H-imidazo[4,5-b]pyrazin-6-yl)-1H-pyrrolo[2,3-c]pyridin-7(6H)-one CN1C(C2=C(C(=C1)C1=CN=C3C(=N1)N(C(=N3)C)CC3=CC=C(C=C3)S(=O)(=O)C)C=CN2)=O